6-(methylsulfonyl)-1H-indole CS(=O)(=O)C1=CC=C2C=CNC2=C1